C(C=C)OCC(C(=O)OCC#C)=C propargyl α-allyloxymethylacrylate